Dimethyl 5-sulfoisophthalate, sodium salt [Na+].S(=O)(=O)([O-])C=1C=C(C=C(C(=O)OC)C1)C(=O)OC